1,1,2,2-Tetrachlorodi-silan Cl[SiH]([SiH](Cl)Cl)Cl